N2-(2-methoxy-5-methyl-4-(2-methyl-2,7-diazaspiro[3.5]nonan-7-yl)phenyl)-N4-(1-(methylsulfonyl)indolin-7-yl)-7H-pyrrolo[2,3-d]pyrimidine-2,4-diamine COC1=C(C=C(C(=C1)N1CCC2(CN(C2)C)CC1)C)NC=1N=C(C2=C(N1)NC=C2)NC=2C=CC=C1CCN(C21)S(=O)(=O)C